(Z)-2-indazol-1-yl-N,N-dimethyl-3-[(4-methyl-5-oxo-2H-furan-2-yl)oxy]prop-2-enamide N1(N=CC2=CC=CC=C12)\C(\C(=O)N(C)C)=C/OC1OC(C(=C1)C)=O